FC(COC(C(F)(F)F)OCC)F 2,2-difluoroethoxy(ethoxy)-1,1,1-trifluoroethane